dibutyl-tin bis(tridecyl maleate) C(CCCCCCCCCCCC)/C(/C(=O)[O-])=C/C(=O)[O-].C(CCCCCCCCCCCC)/C(/C(=O)[O-])=C/C(=O)[O-].C(CCC)[Sn+4]CCCC